Cl.NC[C@@H]1N(C[C@H](C1)OC1=CC(=C(C=C1)OC(F)F)OCC1CC1)C(C)=O ((2R,4S)-2-aminomethyl-4-(3-(cyclopropylmethoxy)-4-(difluoromethoxy)phenoxy)pyrrolidin-1-yl)ethan-1-one hydrochloride